6-Chloro-8-methyl-2-(3-methyl-1-benzothiophen-2-yl)quinoline ClC=1C=C2C=CC(=NC2=C(C1)C)C=1SC2=C(C1C)C=CC=C2